C1OCC12CN(C2)C(=O)C2=CC=C(C=C2)C2CC1(CC(C1)C#N)CCN2CC2=C1C=CNC1=C(C=C2C2CC2)C 6-(4-(2-oxa-6-azaspiro[3.3]heptane-6-carbonyl)phenyl)-7-((5-cyclopropyl-7-methyl-1H-indol-4-yl)methyl)-7-azaspiro[3.5]nonane-2-carbonitrile